1-[4-(2-methylpyrazol-3-yl)pyrimidin-2-yl]piperidine-4-carboxylic acid CN1N=CC=C1C1=NC(=NC=C1)N1CCC(CC1)C(=O)O